pyrrole-1,2-dicarboxylate N1(C(=CC=C1)C(=O)[O-])C(=O)[O-]